C[C@@H]1CN(C(=CC1)C1=CC2=C(CC3(CCN(CC3)C)O2)C=C1)C(=O)OC(C)(C)C tert-butyl (S)-3-methyl-6-(1'-methyl-3H-spiro[benzofuran-2,4'-piperidin]-6-yl)-3,4-dihydropyridine-1(2H)-carboxylate